7-((2R,3R,4S,5R)-5-((R)-(4-chlorophenyl)(hydroxy)methyl)-3,4-dihydroxytetrahydrofuran-2-yl)-2-methyl-1,7-dihydro-4H-pyrrolo[2,3-d]pyrimidin-4-one oxime ClC1=CC=C(C=C1)[C@H]([C@@H]1[C@H]([C@H]([C@@H](O1)N1C=CC2=C1NC(=NC2=NO)C)O)O)O